4-(2-(7,8-Dimethyl-[1,2,4]triazolo[4,3-a]pyridin-6-yl)-3-isopropyl-1H-indol-5-yl)-N,N-dimethylcyclohexan-1-amin CC1=C(C=2N(C=C1C=1NC3=CC=C(C=C3C1C(C)C)C1CCC(CC1)N(C)C)C=NN2)C